2-(4-fluorophenyl)-2-methyl-oxirane FC1=CC=C(C=C1)C1(OC1)C